Ethyl 2-(4-fluoro-6-iodo-2H-indazol-2-yl)acetate FC=1C2=CN(N=C2C=C(C1)I)CC(=O)OCC